1-(2-Methyl-quinolin-6-ylmethyl)-1H-[1,2,3]triazole-4-carboxylic acid (2-amino-5,6,7,8-tetrahydro-quinolin-5-yl)-amide NC1=NC=2CCCC(C2C=C1)NC(=O)C=1N=NN(C1)CC=1C=C2C=CC(=NC2=CC1)C